CC1(C(C(C2C1CCC=1C=NC=NC21)(C)C)C)C 7,7,8,9,9-pentamethyl-6,6a,7,8,9,9a-hexahydro-5H-cyclopenta[h]quinazoline